P(=O)(O)(O)O.CC1=CC=CC=C1.CC1=CC=CC=C1.CC1=CC=CC=C1 tris-(2-methylbenzene) phosphate